F[C@@H]1C[C@H](NC1)C(=O)N[C@@H](C1=CC=CC=C1)C1=CC(=C(C=C1)C(C)C)F (2S,4r)-4-fluoro-N-((S)-(3-fluoro-4-isopropylphenyl)(phenyl)methyl)pyrrolidine-2-carboxamide